C1(=CC=CC=C1)\N=C\C=C\NC1=CC=CC=C1 N-((1E,3E)-3-(phenylimino)prop-1-en-1-yl)aniline